rac-(2S,3S)-2-((tert-butoxycarbonyl)amino)-3-cyclopropylpent-4-enoic acid C(C)(C)(C)OC(=O)N[C@H](C(=O)O)[C@@H](C=C)C1CC1 |r|